C(CCCCCCC\C=C/C\C=C/CCCCC)(=O)O.C(C(C)O)O Propylene glycol monolinoleate